FC1=C(C=CC=C1)C1=NC(=NC=2[C@]3([C@H](CCC12)[C@H](C(C(=C3)C#N)=O)C)C)C=3C=NC(=CC3)C (6aR,7R,10aS)-4-(2-fluorophenyl)-7,10a-dimethyl-2-(6-methylpyridin-3-yl)-8-oxo-5,6,6a,7,8,10a-hexahydrobenzo[h]quinazoline-9-carbonitrile